Cl.ClC1=NC=CC=C1C(F)(F)F chloro-3-(trifluoromethyl)pyridine HCl